1-[4-(benzyloxy)phenyl]-2-bromoethan-1-one C(C1=CC=CC=C1)OC1=CC=C(C=C1)C(CBr)=O